C(C)(C)(C)[S@@](=O)N[C@@H]1C2=C(N=C(S2)Cl)CC12CCN(CC2)C(=O)OC(C)(C)C tert-butyl (6S)-6-[[(R)-tert-butylsulfinyl]amino]-2-Chloro-spiro[4,6-dihydrocyclopenta[d]thiazole-5,4'-piperidine]-1'-carboxylate